C(C1=CC=CC=C1)OC=1C=C(C=CC1OCC1=CC=CC=C1)C(CC(=O)C1=C(C=C(C(=C1)OC)OC)O[Si](C1=CC=CC=C1)(C1=CC=CC=C1)C(C)(C)C)=O 1-(3,4-bis(benzyloxy)phenyl)-3-(2-((tert-butyldiphenylsilyl)oxy)-4,5-dimethoxyphenyl)propane-1,3-dione